FC=1C(=C(C=CC1F)[C@@H]1[C@H](O[C@@]([C@@H]1C)(C(F)(F)F)C)C(=O)NC1=CC(=NC=C1)C(C)O)OC |o1:8,9,11,12| rel-(2s,3r,4r,5s)-3-(3,4-difluoro-2-methoxyphenyl)-N-(2-(1-hydroxyethyl)pyridin-4-yl)-4,5-dimethyl-5-(trifluoromethyl)tetrahydrofuran-2-carboxamide